COC(=O)C=1C=C2C(=CC(=NC2=CC1OC)NC1=C(C=C(C=C1)N1CCNCC1)OC)C(F)(F)F 2-(2-methoxy-4-(piperazin-1-yl)phenyl)amino-7-methoxy-4-trifluoromethyl-6-quinolinecarboxylic acid methyl ester